1,1'-(thiophene-2,5-diylbis(4,1-phenylene))bis(1H-pyrrole-2-carbaldehyde) S1C(=CC=C1C1=CC=C(C=C1)N1C(=CC=C1)C=O)C1=CC=C(C=C1)N1C(=CC=C1)C=O